FC1CC(N(CC1)CCCNC(=O)C1=CC2=C(N3C(S2)=NC(=C3)C3=C(C=C(C=C3)[C@H]3NCCC3)F)C=C1)=O N-(3-(4-fluoro-2-oxopiperidin-1-yl)propyl)-2-(2-fluoro-4-((S)-pyrrolidin-2-yl)phenyl)benzo[d]imidazo[2,1-b]thiazole-7-carboxamide